COC(=O)C=1C=CC=C2CCN(CC12)C1=NC(=C(C=C1)Br)C(=O)OC(C)(C)C 2-(5-bromo-6-(tert-butoxycarbonyl)pyridin-2-yl)-1,2,3,4-tetrahydroisoquinoline-8-carboxylic acid methyl ester